C(C)OS(=O)(=O)[O-].OCCN1CCNCC1.[Na+] sodium hydroxyethyl-piperazine ethyl-sulfate